tert-butyl 3-(2-{[(2R,7aR)-2-fluoro-hexahydro-1H-pyrrolizin-7a-yl]methoxy}-7-chloro-8-fluoropyrido[4,3-d]pyrimidin-4-yl)-3,8-diazabicyclo[3.2.1]octane-8-carboxylate F[C@@H]1C[C@]2(CCCN2C1)COC=1N=C(C2=C(N1)C(=C(N=C2)Cl)F)N2CC1CCC(C2)N1C(=O)OC(C)(C)C